NC1=C2N=C(N(C2=NC(=N1)OCCOC)CC1=CC=C(C=C1)CNC(OCC1=CC=C(C=C1)NC([C@H](CCCNC(N)=O)NC([C@H](C(C)C)N)=O)=O)=O)O {4-[(2S)-2-[(2S)-2-amino-3-methylbutanamido]-5-(carbamoylamino)pentanamido]phenyl}methyl N-[(4-{[6-amino-8-hydroxy-2-(2-methoxyethoxy)-9H-purin-9-yl]methyl}phenyl)methyl]carbamate